FC=1C=C(C=CC1OC1=CC=NC2=CN=C(C=C12)N1CCNCC1)NC(=O)C=1C(N(C=CC1)C1=CC=CC=C1)=O N-[3-fluoro-4-[(6-piperazin-1-yl-1,7-naphthyridin-4-yl)oxy]phenyl]-2-oxo-1-phenyl-pyridine-3-carboxamide